(S)-2-((4-methoxy-5-(4-(2-oxopyrrolidin-1-yl)phenyl)pyrimidin-2-yl)amino)-6,6a,7,8-tetrahydro-9H-pyrido[2,3-b]pyrrolo[1,2-d][1,4]oxazin-9-one COC1=NC(=NC=C1C1=CC=C(C=C1)N1C(CCC1)=O)NC1=CC2=C(OC[C@H]3N2C(CC3)=O)N=C1